7-chloro-3-(3,5-dimethoxyphenyl)-1-(3-(4-methylpiperazin-1-yl)propyl)-1,6-naphthyridine ClC1=NC=C2C=C(CN(C2=C1)CCCN1CCN(CC1)C)C1=CC(=CC(=C1)OC)OC